CCCCCC/C=C\\CCCCCCC[C@H](CC(=O)SCCNC(=O)CCNC(=O)[C@@H](C(C)(C)COP(=O)([O-])OP(=O)([O-])OC[C@@H]1[C@H]([C@H]([C@@H](O1)N2C=NC3=C(N=CN=C32)N)O)OP(=O)([O-])[O-])O)O The molecule is an (R)-3-hydroxyacyl-CoA(4-) obtained by deprotonation of the phosphate and diphosphate OH groups of (3R,11Z)-3-hydroxyoctadecenoyl-CoA; major species at pH 7.3. It is a conjugate base of a (3R,11Z)-3-hydroxyoctadecenoyl-CoA.